C(C1=CC=CC=C1)OC1=C(C=C(C=C1F)F)Br 2-benzyloxy-1-bromo-3,5-difluoro-benzene